tridecanyl-diethoxysilane C(CCCCCCCCCCCC)[SiH](OCC)OCC